C(CC=1NC=CN1)C=1NC=CN1 ethanediyldiimidazole